3-{1-[(2S)-2-hydroxypropyl]azetidin-3-yl}-4-methoxy-2-methylbenzonitrile O[C@H](CN1CC(C1)C=1C(=C(C#N)C=CC1OC)C)C